[C@H]12CN(C[C@H](CC1)N2)C2=NC(=NC1=CC(=C(C=C21)F)C2=CC=C(C1=C2N=C(S1)N)F)OC[C@]12CCCN2C[C@@H](C1)F 4-(4-((1R,5S)-3,8-diazabicyclo[3.2.1]octan-3-yl)-6-fluoro-2-(((2R,7aS)-2-fluorotetrahydro-1H-pyrrolizin-7a(5H)-yl)methoxy)quinazolin-7-yl)-7-fluorobenzo[d]thiazol-2-amine